C1(CCCC1)N1C(C(N(CC1)CC(=O)OC(C)(C)C)=O)=O tert-butyl 2-(4-cyclopentyl-2,3-dioxopiperazin-1-yl)acetate